3-(3-chlorophenyl)-2-propenoic acid ClC=1C=C(C=CC1)C=CC(=O)O